C(CCCCC(=O)OCCOCCCC)(=O)OCCOCCCC di-(2-butoxyethyl) adipate